4-((bis(pyridin-2-ylmethyl)amino)methyl)benzoic acid N1=C(C=CC=C1)CN(CC1=NC=CC=C1)CC1=CC=C(C(=O)O)C=C1